N-[(1S)-1-(3-fluoro-5-methoxybenzyl)-2-hydroxyethyl]propionamide FC=1C=C(C[C@@H](CO)NC(CC)=O)C=C(C1)OC